C1(=CC=CC=C1)C=1C=CC=2N(C3=CC=CC=C3C2C1)C1=NC(=NC(=N1)C1=CC=CC=C1)C=1C=CC2=C(OC3=C2C(=CC=C3)C3=CC=CC=C3)C1 3-phenyl-9-[4-phenyl-6-(9-phenyl-3-dibenzofuranyl)-1,3,5-triazin-2-yl]-9H-carbazole